FC1(C(N(CCC1)C1=NC(=NC=C1)N1CCC(CC1)C(=O)N1OCC[C@H]1C=1C=NC(=CC1)C)=O)F 3,3-difluoro-1-[2-[4-[(3S)-3-(6-methylpyridin-3-yl)-1,2-oxazolidine-2-carbonyl]piperidin-1-yl]pyrimidin-4-yl]piperidin-2-one